butenyl-naphthyl-phosphinic acid C(=CCC)P(O)(=O)C1=CC=CC2=CC=CC=C12